3-((3r,5r,7r)-adamantan-1-yl)-5-bromo-N,N-bis(4-(tert-butyl)phenyl)aniline C12(CC3CC(CC(C1)C3)C2)C=2C=C(N(C3=CC=C(C=C3)C(C)(C)C)C3=CC=C(C=C3)C(C)(C)C)C=C(C2)Br